bis(3-ethyl-salicylidene)-1,2-cyclohexanediamine C(C)C1=C(C(C=C2C(C(C(CC2)N)N)=CC=2C(O)=C(C=CC2)CC)=CC=C1)O